C(C)(C)(C)C=1C=C(N(N1)C(C)C)NC(=O)NC1=CC=C(C2=CC=CC=C12)OCCN1CCOCC1 1-[5-tert-butyl-2-isopropyl-2H-pyrazol-3-yl]-3-[4-(2-morpholin-4-yl-ethoxy)naphthalen-1-yl]-urea